OC(C#CC1=CC2=C(OC[C@@H](C(N2C)=O)NC(=O)C=2N=C3SC=C(N3C2)C=2SC(=CC2)C)C=C1)(C)C (S)-N-(7-(3-hydroxy-3-methylbut-1-yn-1-yl)-5-methyl-4-oxo-2,3,4,5-Tetrahydrobenzo[b][1,4]oxazepine-3-yl)-3-(5-methylthiophen-2-yl)imidazo[2,1-b]thiazole-6-carboxamide